ClC1=CC=C2C(=C1)NC(C21N(C(C=2N=C(N(C21)C(C)C)C2=C(C=C(C=C2)N(C)CC)OC)=O)C2=C(C=CC(=C2)Cl)C)=O 6-chloro-5'-(5-chloro-2-methylphenyl)-2'-(4-(ethyl-(methyl)amino)-2-methoxyphenyl)-3'-isopropyl-3'h-spiro[indoline-3,4'-pyrrolo[3,4-d]imidazole]-2,6'(5'h)-dione